4-(5-methoxy-benzoimidazol-1-yl)-phenylamine COC1=CC2=C(N(C=N2)C2=CC=C(C=C2)N)C=C1